C1(CC1)C=1C=CC(=NC1F)[C@@H](NC(=O)[C@H]1N(C[C@@H](C1)F)C(CC=1OC=C(N1)C)=O)C1=CC=CC=C1 (2S,4R)-N-[(S)-(5-cyclopropyl-6-fluoropyridin-2-yl)(phenyl)methyl]-4-fluoro-1-[2-(4-methyl-1,3-oxazol-2-yl)acetyl]pyrrolidine-2-carboxamide